CC(/C=C/CCCCC(=O)O)C (E)-8-methylnon-6-enoic acid